C(C(=C)C)(=O)OCCCOC(C=C)=O 3-(acryloyloxy)-propyl methacrylate